(R)-7-((3-(8-Amino-4-methylpyrido[3,4-d]pyrimidin-2-yl)phenyl)ethynyl)-6,7-dihydro-5H-pyrrolo[1,2-a]imidazol-7-ol NC1=NC=CC2=C1N=C(N=C2C)C=2C=C(C=CC2)C#C[C@@]2(CCN1C2=NC=C1)O